12-Mercaptododecanoic acid SCCCCCCCCCCCC(=O)O